S1(NC=NC2=C1SC=C2)(=O)=O thieno[3,2-e][1,2,4]thiadiazine 1,1-dioxide